COC([C@H](C)N)=O (2S)-2-aminopropionic acid methyl ester